methyl 5-bromo-2-[1-(difluoromethyl)cyclopropyl]-3,4-dihydropyrazole-3-carboxylate BrC=1CC(N(N1)C1(CC1)C(F)F)C(=O)OC